NC1=C2C(=C3C(=N1)C=C(N3)C(=O)N(CC)[C@H](C)C3=C(C=C(C=C3)C3CC3)F)COC2 (R)-5-amino-N-(1-(4-cyclopropyl-2-fluorophenyl)ethyl)-N-ethyl-6,8-dihydro-1H-furo[3,4-d]pyrrolo[3,2-b]pyridine-2-carboxamide